ClC=1C(=C(C=C2C(=NC(=NC12)C)N[C@H](C)C1=C(C(=CC=C1)C(F)F)F)P(C)(C)=O)NCC (R)-(8-chloro-4-((1-(3-(difluoromethyl)-2-fluorophenyl)ethyl)amino)-7-(ethylamino)-2-methylquinazolin-6-yl)dimethylphosphine oxide